C(C)C1=C(C(=C(S1)C(=O)[O-])C(=O)[O-])CC Diethylthiophenedicarboxylate